BrC1=CN2C(S1)=NC(=C2C(=O)O)C 2-bromo-6-methylimidazo[2,3-b][1,3]thiazole-5-carboxylic acid